C1C(CC=CC1)(C(=O)O)C(=O)O 4-cyclohexene-2,2-dicarboxylic acid